C(CCCC)C1=CC2=C(C3=CC=CC=C3C(=C2C=C1)OCC(C)C)OCC(C)C 2-pentyl-9,10-bis(isobutoxy)anthracene